N-[2-(2-aminoethoxy)ethyl]-4-[[3-(2,3-difluoro-4-methoxy-phenyl)imidazo[1,2-a]pyrazin-8-yl]amino]-2-(2-fluoroethyl)benzamide NCCOCCNC(C1=C(C=C(C=C1)NC=1C=2N(C=CN1)C(=CN2)C2=C(C(=C(C=C2)OC)F)F)CCF)=O